ClC1=CC=C(CNC(=O)NC2CC3(C2)CC(C3)CN3C(C(CC3)C)=O)C=C1 1-(4-chlorobenzyl)-3-(6-((3-methyl-2-oxopyrrolidin-1-yl)methyl)spiro[3.3]heptan-2-yl)urea